FC1=C(C=CC(=C1)C1=NC(=NC=C1C)NC=1C=NN(C1)CCOC)O 2-Fluoro-4-(2-((1-(2-methoxyethyl)-1H-pyrazol-4-yl)amino)-5-methylpyrimidin-4-yl)phenol